6-((4-(1-(2,6-dioxoPiperidin-3-yl)-3-methyl-1H-indazol-4-yl)-1H-pyrazol-1-yl)methyl)-3-azabicyclo[3.1.0]hexane O=C1NC(CCC1N1N=C(C2=C(C=CC=C12)C=1C=NN(C1)CC1C2CNCC12)C)=O